FC(C(=O)O)(F)F.N[C@@H]1C[C@H](CCC1)CNC1=NN(C(=C1)C1=CC(=C(C#N)C=C1)F)C1=C(C=C(C=C1)N1CCC(CC1)OC)OC 4-(3-((((1S,3S)-3-aminocyclohexyl)-methyl)amino)-1-(2-methoxy-4-(4-meth-oxypiperidin-1-yl)-phenyl)-1H-pyrazol-5-yl)-2-fluorobenzonitrile 2,2,2-trifluoro-acetate